Beta-homoleucine N[C@@H](CC(C)C)CC(=O)O